C(C)(C)(C)OC(CCC(=O)C1CC1)=O 4-Cyclopropyl-4-oxo-butyric acid tert-butyl ester